OCCN(\C=C(\CO)/N(CO)CCO)CCO (Z)-3-(Bis(2-hydroxyethyl)amino)-2-(2-hydroxyethyl-(hydroxymethyl)amino)prop-2-en-1-ol